methyl (4-(2,6-bis(benzyloxy) pyridin-3-yl)-2-fluorophenyl)-7-azaspiro[3.5]nonane-2-carboxylate C(C1=CC=CC=C1)OC1=NC(=CC=C1C1=CC(=C(C=C1)C1C(CC12CCNCC2)C(=O)OC)F)OCC2=CC=CC=C2